C(C1=CC=CC=C1)OC(=O)N1C(CCC(C1)NC(=O)OC(C)(C)C)CO 5-{[(tert-butoxy)carbonyl]amino}-2-(hydroxymethyl)piperidine-1-carboxylic acid benzyl ester